allyl hydroxy-2-oxa-6-azaspiro[3.4]octane-6-carboxylate OC1OCC12CN(CC2)C(=O)OCC=C